tert-butyl N-[[2-[4-[(5-cyclopropyl-1H-pyrazol-3-yl)amino]pyrimidin-2-yl]-2-azabicyclo[2.2.1]heptan-4-yl]methyl]carbamate C1(CC1)C1=CC(=NN1)NC1=NC(=NC=C1)N1C2CCC(C1)(C2)CNC(OC(C)(C)C)=O